C(C)OC(CCCOC=1C=C2C=CC(=NC2=CC1)C(C)=O)=O 4-((2-Acetylquinolin-6-yl)oxy)butanoic acid ethyl ester